N[C@@H]1CC[C@@H](N(C1)C(=O)C1=CC2=C(N(C(=N2)C2=CC=3C(=NC(=CC3)C3=CC=CC(N3)=O)N2CC2CC2)C)C(=C1)OC)C 6-(2-(5-((2S,5R)-5-amino-2-methylpiperidine-1-carbonyl)-7-methoxy-1-methyl-1H-benzo[d]imidazol-2-yl)-1-(cyclopropylmethyl)-1H-pyrrolo[2,3-b]pyridin-6-yl)pyridin-2(1H)-one